FC=1C=C(C=C(C1)F)C1=NO[C@](C1)(C(=O)N[C@H]1C[C@H](OC1)C(=O)OC)C=C methyl (2S,4S)-4-[[(5S)-3-(3,5-difluoro-phenyl)-5-vinyl-4H-isoxazole-5-carbonyl]amino]tetrahydrofuran-2-carboxylate